FC1=C(C=C(C(=C1)OC)F)OC 1,4-difluoro-2,5-dimethoxybenzene